1-(4-bromophenyl)-4-nitro-3-phenylbutan-1-one BrC1=CC=C(C=C1)C(CC(C[N+](=O)[O-])C1=CC=CC=C1)=O